tert-Butyl 4-(4-amino-2-fluorophenoxy)-5,6-dihydropyrido[3,4-d]pyrimidine-7(8H)-carboxylate NC1=CC(=C(OC=2C3=C(N=CN2)CN(CC3)C(=O)OC(C)(C)C)C=C1)F